C1(CCC1)N1C(=NC2=C1C=CC=C2)C=2N(C(C(=C(N2)C(=O)NC2C(CCCC2)=O)OC)=O)C 2-(1-cyclobutyl-1,3-benzodiazol-2-yl)-5-methoxy-1-methyl-6-oxo-N-(2-oxocyclohexyl)pyrimidine-4-carboxamide